C(C1=CC=CC=C1)N1S(C2=C(C3=C1C=CC(=C3)O)C=C(C(=C2)O)O)(=O)=O 6-benzyl-2,3,9-trihydroxy-6H-dibenzo[c,e][1,2]thiazine 5,5-dioxide